CN1N=CC(=C1)CO (1-Methyl-1H-pyrazol-4-yl)methanol